C(C)(C)(C)OC(=O)N([C@H]1CN(CC1)C(=O)OCC1=CC=CC=C1)CC1CC1 benzyl (3R)-3-[(tert-butoxycarbonyl)(cyclopropylmethyl)amino]pyrrolidine-1-carboxylate